2-[2-[2-[2-[3-[1-(2,6-dioxo-3-piperidyl)-3-methyl-2-oxo-benzimidazol-5-yl]propoxy]-ethoxy]ethoxy]-ethoxy]acetic acid O=C1NC(CCC1N1C(N(C2=C1C=CC(=C2)CCCOCCOCCOCCOCC(=O)O)C)=O)=O